oxanoic acid O1C(CCCC1)C(=O)O